BrC1=C(C=CC(=C1)F)C1=C(N(N=C1C)C)NC1=C(C=CC=C1F)Cl 4-(2-bromo-4-fluorophenyl)-N-(2-chloro-6-fluoro-phenyl)-2,5-dimethyl-pyrazol-3-amine